C1(CCCCC1)N1CCC(CC1)N1C(C=2C=CC=C(C2C1=O)C(=O)N)F 2-(1-Cyclohexyl-piperidin-4-yl)-fluoro-3-oxo-2,3-dihydro-1H-isoindole-4-carboxylic acid amide